1-(2,6-diazaspiro[3.3]heptan-2-yl)ethanone trifluoroacetate FC(C(=O)O)(F)F.C1N(CC12CNC2)C(C)=O